1,1'-(1,4-phenylene)bis(prop-2-yn-1-ol) C1(=CC=C(C=C1)C(C#C)O)C(C#C)O